C(C1=CC=CC=C1)OC1COCC2=C1N(N=C2C(F)(F)F)C=2C=C(C(=O)N(C)C1=CC3=C(OC(O3)(F)F)C=C1)C=CC2 3-[7-benzyloxy-3-(trifluoromethyl)-6,7-dihydro-4H-pyrano[4,3-c]pyrazol-1-yl]-N-(2,2-difluoro-1,3-benzodioxol-5-yl)-N-methyl-benzamide